BrC1=NC=CC(=C1)NC 2-bromo-N-methylpyridin-4-amine